ClC1=CC=CC=2N1N=C(C2)[C@H]2N(CCC1=C2N=CN1)C(=O)C=1OC(=NN1)C(C)C (S)-(4-(7-chloropyrazolo[1,5-a]pyridin-2-yl)-6,7-dihydro-1H-imidazo[4,5-c]pyridin-5(4H)-yl)(5-isopropyl-1,3,4-oxadiazol-2-yl)methanone